OCCN(CC(CN(C1=CC=C(C=C1)N)CCO)O)C1=CC=C(C=C1)N N,N'-bis-(2-hydroxyethyl)-N,N'-bis-(4-aminophenyl)-1,3-diamino-propane-2-ol